ClCC=1C(=NN(C1Cl)CC)C1CC1 (chloromethyl)-5-chloro-3-(cyclopropyl)-1-ethyl-1H-pyrazole